N1(CCCC1)CCOC1OC2=C(C1)C=C(C=C2)N (2-pyrrolidin-1-ylethoxy)-2,3-dihydrobenzofuran-5-amine